[Cu].[Mn] manganese-Copper